CC=[N+]=[N-] Methyldiazomethane